C[N-]C.C[N-]C.C[N-]C.[Ga+3] gallium tris(dimethylamide)